C(CCC)OC(C1CCN(CC1)C=1C=C2CN(C(C2=C(C1)OC)=O)[C@@H]1C(NC(CC1)=O)=O)OCCCC (3S)-3-{5-[4-(Dibutoxymethyl)piperidin-1-yl]-7-methoxy-1-oxo-1,3-dihydro-2H-isoindol-2-yl}piperidine-2,6-dione